C(C)N1CC(C1)CNC1=C(C=CC=C1)S(=O)(=O)NC1=C(C2=C([C@@H]3[C@H](CO2)C3)C=C1)C(=O)O |r| (1aRS,7bSR)-5-{2-[(1-ethylazetidin-3-ylmethyl)amino]benzene-sulfonylamino}-1,1a,2,7b-tetrahydrocyclopropa[c]benzopyran-4-carboxylic acid